CC(C)OC(CCCCCCCCCCCCC)=O Tetradecanoic acid propane-2-yl ester